FN1C2(CC(C3=CC=CC=C13)=O)CCN(CC2)C(=O)NCC2=CC(=C(C=C2)F)NCCO fluoro-N-(4-fluoro-3-((2-hydroxyethyl)amino)benzyl)-4'-oxo-3',4'-dihydro-1'h-spiro[piperidine-4,2'-quinoline]-1-carboxamide